5-{3-[(1,3-Dimethyl-azetidin-3-yl)-hydroxy-(4-trifluoromethoxy-phenyl)-methyl]-phenyl}-[1,2,4]oxadiazole-3-carboxylic acid ethyl ester C(C)OC(=O)C1=NOC(=N1)C1=CC(=CC=C1)C(C1=CC=C(C=C1)OC(F)(F)F)(O)C1(CN(C1)C)C